1-N'-(4-fluorophenyl)-1-N-[4-[6-(3-hydroxyoxetan-3-yl)-7-methoxyquinolin-4-yl]oxyphenyl]cyclopropane-1,1-dicarboxamide FC1=CC=C(C=C1)NC(=O)C1(CC1)C(=O)NC1=CC=C(C=C1)OC1=CC=NC2=CC(=C(C=C12)C1(COC1)O)OC